C(C)(=O)N1CCC2=CC=C(C=C12)S(=O)(=O)Cl 1-acetyl-2,3-dihydro-1H-indole-6-sulfonyl chloride